OC1=C(C2=C(N(C1=O)CC=1C=NN(C1)CC=1C=NC=CC1)C=CS2)C(=O)O 6-hydroxy-5-oxo-4-{[1-(pyridin-3-ylmethyl)-1H-pyrazol-4-yl]methyl}-4,5-dihydrothieno[3,2-b]pyridine-7-carboxylic acid